N-(5-(3-(2,2-dimethylpyrrolidin-1-yl)-2,2-dimethyl-propanamido)-2-methylpyridin-3-yl)-2-(1-(2-methoxyethyl)-1H-pyrazol-4-yl)pyrazolo[5,1-b]thiazole-7-carboxamide CC1(N(CCC1)CC(C(=O)NC=1C=C(C(=NC1)C)NC(=O)C=1C=NN2C1SC(=C2)C=2C=NN(C2)CCOC)(C)C)C